(3-(4-(tert-butoxy)phenyl)-1-((2-hydroxyethyl)amino)-1-oxopropan-2-yl)carbamic acid tert-butyl ester C(C)(C)(C)OC(NC(C(=O)NCCO)CC1=CC=C(C=C1)OC(C)(C)C)=O